N-tert-Butyl-3-[[2-(2,3-dihydroxyphenyl)acetyl]amino]benzamide C(C)(C)(C)NC(C1=CC(=CC=C1)NC(CC1=C(C(=CC=C1)O)O)=O)=O